[Si](C)(C)(C(C)(C)C)OC1=C(C=C2C3=C(C(OC2=C1)=O)C=C(C=C3)O[Si](C)(C)C(C)(C)C)Cl 3,8-bis((t-butyldimethylsilyl)oxy)-2-chloro-6H-benzo[c]chromen-6-one